butyl 3-bromopropanoate BrCCC(=O)OCCCC